6-bromo-2-(oxetan-3-yloxy)pyridin-3-amine BrC1=CC=C(C(=N1)OC1COC1)N